6-(2-(2-Aminopyridin-3-yl)-3-(4-(chloromethyl)phenyl)-3H-imidazo[4,5-b]pyridin-5-yl)picolinonitrile NC1=NC=CC=C1C1=NC=2C(=NC(=CC2)C2=CC=CC(=N2)C#N)N1C1=CC=C(C=C1)CCl